Cyclamate O=S(=O)(O)NC1CCCCC1